C(NCCCCCCNC([O-])=O)([O-])=O hexamethylen-biscarbamat